C(C(=C)C)(=O)OC(C(C)C)(CCC)C 2,3-dimethyl-3-hexyl methacrylate